[Li+].C(#N)[C@H]1N2C(N([C@H](C(=C1)C)C2)O[C@@H](C(=O)[O-])F)=O (2R)-2-(((2S,5R)-2-cyano-4-methyl-7-oxo-1,6-diazabicyclo[3.2.1]oct-3-en-6-yl)oxy)-2-fluoroacetic acid lithium salt